(1,2-dimethylpentyl)(1-propylpentyl)phosphinic acid CC(C(CCC)C)P(O)(=O)C(CCCC)CCC